O=C1CC2(CC(C2)CNC(OC(C)(C)C)=O)C1 tert-butyl ((6-oxospiro[3.3]heptan-2-yl)methyl)carbamate